Cl.ClCCN1C(CCC1)C 1-(2-chloroethyl)-2-methylpyrrolidine hydrochloride